ClC1OC(OC1Cl)(C(F)(F)F)C(F)(F)F 4,5-dichloro-2,2-bis(trifluoromethyl)-1,3-dioxolane